N1=CC=C(C=C1)C1=CC=C(C=C1)N1C(C2(CC1)OC1=C(C2)C=CC=C1)=O (4-(pyridin-4-yl)phenyl)-3H-spiro[benzofuran-2,3'-pyrrolidin]-2'-one